(3S)-3-methyl-1-[5-(1-phenyl-1H-pyrazol-4-yl)thiophene-3-carbonyl]piperazine C[C@H]1CN(CCN1)C(=O)C1=CSC(=C1)C=1C=NN(C1)C1=CC=CC=C1